N-((1S)-(7-((1S)-Cyclopropyl(4,4,4-trifluoro-3-methylbutanamido)methyl)imidazo[1,2-a]pyrimidin-2-yl)(4,4-difluorocyclohexyl)methyl)-3-(3,3,3-trifluoropropyl)isoxazole-4-carboxamide C1(CC1)[C@@H](C1=NC=2N(C=C1)C=C(N2)[C@@H](NC(=O)C=2C(=NOC2)CCC(F)(F)F)C2CCC(CC2)(F)F)NC(CC(C(F)(F)F)C)=O